N1(CCC2=CC=CC=C12)S(=O)(=O)C=1C=C(C(=O)NC2=C(C=CC(=C2)[N+](=O)[O-])OC)C=CC1 3-(indolin-1-ylsulfonyl)-N-(2-methoxy-5-nitrophenyl)benzamide